NC1=NC=CC=C1C1=NC=2C(=NC(=CC2)C2CC2)N1C1=CC=C(C=C1)CNC(CC1=CC(=C(C=C1)C=O)O)=O N-({4-[2-(2-aminopyridin-3-yl)-5-cyclopropylimidazo[4,5-b]pyridin-3-yl]phenyl}methyl)-2-(4-formyl-3-hydroxyphenyl)acetamide